N-((4-methoxyphenyl)sulfonyl)-N-(naphthalen-1-yl)acrylamide COC1=CC=C(C=C1)S(=O)(=O)N(C(C=C)=O)C1=CC=CC2=CC=CC=C12